CC=1N=C(C2=CC=C(C=C2C1)C(=O)O)N1CCC(CC1)C(F)(F)F 3-methyl-1-(4-(trifluoromethyl)piperidin-1-yl)isoquinoline-6-carboxylic acid